(4aS,9aR)-7-bromo-6-fluoro-2,3,4,4a,9,9a-hexahydroindeno[2,1-b][1,4]oxazine BrC1=CC=2C[C@H]3OCCN[C@H]3C2C=C1F